BrC=1C(=NC(=CC1)CC)N 3-bromo-6-ethylpyridin-2-amine